β-Dodecene CC=CCCCCCCCCC